1-(Quinolinyl)ethanone oxime N1=C(C=CC2=CC=CC=C12)C(C)=NO